4-(7-bromo-2-chloro-5-fluoroquinazolin-4-yl)-3-(((tert-butyldimethylsilyl)oxy)methyl)piperazine-1-carboxylic acid tert-butyl ester C(C)(C)(C)OC(=O)N1CC(N(CC1)C1=NC(=NC2=CC(=CC(=C12)F)Br)Cl)CO[Si](C)(C)C(C)(C)C